NC=1C(=NC(=C(N1)C1=CC=C(C=C1)F)C1=CC(=NC(=C1)C)C)C(=O)NCC1=NC=CC=C1F 3-amino-6-(2,6-dimethylpyridin-4-yl)-5-(4-fluorophenyl)-N-((3-fluoropyridin-2-yl)methyl)pyrazine-2-carboxamide